N-(8-fluoro-2-methylimidazo[1,2-a]pyridin-6-yl)-5-((2,2,6,6-tetramethylpiperidin-4-yl)oxy)pyrazine-2-carboxamide FC=1C=2N(C=C(C1)NC(=O)C1=NC=C(N=C1)OC1CC(NC(C1)(C)C)(C)C)C=C(N2)C